CS(=O)(=O)OC(C(=O)N)C1=C(C=C(C=C1)F)F 2-amino-1-(2,4-difluorophenyl)-2-oxoethyl methanesulfonate